P(=O)(Cl)(Cl)Cl phosphoric acid, chloride